C(CC#C)N1C(C=2NC3=CC=C(C=C3C2CC1)OC)C 2-(but-3-yn-1-yl)-6-methoxy-1-methyl-2,3,4,9-tetrahydro-1H-pyrido[3,4-b]Indole